4-chloro-2-(4-ethoxyphenyl)-1H-pyrrolo[2,3-b]pyridine-1-carboxylic acid tert-butyl ester C(C)(C)(C)OC(=O)N1C(=CC=2C1=NC=CC2Cl)C2=CC=C(C=C2)OCC